3-aminopropyl-methacrylamide NCCCC=C(C(=O)N)C